(S)-4-methylbenzene-sulfinamide CC1=CC=C(C=C1)[S@](=O)N